ClC1=NC=CC=C1C#CC1=CC=C(C=C1)OCC 2-chloro-3-((4-ethoxyphenyl)ethynyl)pyridine